C(C)(C)(C)S(=O)(=O)C=1C(=CC=2N(C1)C(=CN2)C2=CC(=NC(=C2)F)NCC2CCN(CC2)C(=O)OC(C)(C)C)OC tert-butyl 4-(((4-(6-(tert-butylsulfonyl)-7-methoxyimidazo[1,2-a]pyridin-3-yl)-6-fluoropyridin-2-yl)amino)methyl)piperidine-1-carboxylate